((((1R,4R,5S)-2-azabicyclo[2.2.2]oct-5-yl)oxy)methyl)-5-cyclopropyl-3-(2,6-dichlorophenyl)isoxazole [C@H]12NC[C@H]([C@H](C1)OCC=1C(=NOC1C1CC1)C1=C(C=CC=C1Cl)Cl)CC2